methyl 2-amino-3-(2-ethylbenzoyl)-4H,5H,6H-cyclopenta[b]thiophene-5-carboxylate NC1=C(C2=C(S1)CC(C2)C(=O)OC)C(C2=C(C=CC=C2)CC)=O